[Na+].N1=C(C=CC=C1)C1CC(=NO1)C1=CC=C(CN2CC(C2)C(=O)[O-])C=C1 1-(4-(5-(pyridin-2-yl)-4,5-Dihydroisoxazol-3-yl)benzyl)azetidine-3-carboxylic acid sodium salt